ClC=1C=CC(=C(C1)/C=C/C(=O)C1=CC=CC=C1)O (E)-3-(5-chloro-2-hydroxyphenyl)-1-phenylprop-2-en-1-one